2-((tert-Butoxycarbonyl)(4-fluoro-2,5-dimethylphenyl)amino)oxazole C(C)(C)(C)OC(=O)N(C=1OC=CN1)C1=C(C=C(C(=C1)C)F)C